niobium-chromium-boron [B].[Cr].[Nb]